(E)-2-[2-[(5-cyano-2-methyl-phenoxy)methyl]phenyl]-3-methoxy-prop-2-enoic acid methyl ester COC(\C(=C\OC)\C1=C(C=CC=C1)COC1=C(C=CC(=C1)C#N)C)=O